4-amino-7-iodopyrrolo[2,1-f][1,2,4]triazine NC1=NC=NN2C1=CC=C2I